OC1=C(C=CC(=C1)OCCCCCCCC)C1=NC(=NC(=N1)C1=C(C=C(C=C1)C)C)C1=C(C=C(C=C1)C)C 2-(2'-hydroxy-4'-octyloxyphenyl)-4,6-bis(2',4-dimethylphenyl)-1,3,5-triazine